tert-butyl 4-(2-(2,7-dimethyl-2H-indazol-5-yl)-7-oxothieno[2,3-d]pyridazin-6(7H)-yl)piperidine-1-carboxylate CN1N=C2C(=CC(=CC2=C1)C1=CC2=C(C(N(N=C2)C2CCN(CC2)C(=O)OC(C)(C)C)=O)S1)C